dihydro-5H-pyrazolo[5,1-b][1,3]oxazine N1CC=C2OCC=CN21